2-(but-2-yn-1-yl)-7-((2S,5R)-2,5-dimethyl-4-((S)-1-(3-methylquinoxalin-6-yl)ethyl)piperazin-1-yl)-4-methyl-2,4-dihydro-5H-pyrazolo[4,3-b]pyridin-5-one C(C#CC)N1N=C2C(N(C(C=C2N2[C@H](CN([C@@H](C2)C)[C@@H](C)C=2C=C3N=C(C=NC3=CC2)C)C)=O)C)=C1